C(CCC)OCNC1=NC(=NC(=N1)N)N n-butyloxymethylmelamine